C(C)(C)(C)OC(NC1=CC(=C(C=C1)Br)SC1CCC1)=O (4-bromo-3-(cyclobutylthio)phenyl)carbamic acid tert-butyl ester